C(C1=CC=CC=C1)NC(N(C1=NC=C(C=C1)C=1C=NN(C1)C)[C@@H]1CC[C@H](CC1)NC1=NC=C(C(=N1)C1=CC=C2C(C(NC2=C1)=O)(C)C)C#N)=O 3-benzyl-1-(trans-4-((5-cyano-4-(3,3-dimethyl-2-oxo-2,3-dihydro-1H-indol-6-yl)pyrimidin-2-yl)amino)cyclohexyl)-1-(5-(1-methyl-1H-pyrazol-4-yl)pyridin-2-yl)urea